CN1N=C(C=C1C=1C=2N(C(=NC1)NCC1=C3CCCOC3=CC=C1F)C=C(N2)C#N)C 8-(1,3-dimethyl-1H-pyrazol-5-yl)-5-(((6-fluorochroman-5-yl)methyl)amino)imidazo[1,2-c]pyrimidine-2-carbonitrile